((1s,3s)-3-Hydroxy-3-methylcyclobutyl)(7-((6-methoxy-5-(trifluoromethyl)pyridin-2-yl)oxy)-2-azaspiro[3.5]nonan-2-yl)methanone OC1(CC(C1)C(=O)N1CC2(C1)CCC(CC2)OC2=NC(=C(C=C2)C(F)(F)F)OC)C